CC1=C(C=CC=C1)C1=NN=NN1 5-(2-methylphenyl)-1H-tetrazole